COCC(C)(C)C1N2C(C=3N(N=C4C(=CC=CC34)OCCCOC)C1)=CC(C(=C2)C(=O)O)=O 6-(1-methoxy-2-methylpropan-2-yl)-10-(3-methoxypropoxy)-2-oxo-6,7-dihydro-2H-pyrido[2',1':3,4]pyrazino[1,2-b]indazole-3-carboxylic acid